r-butyl (5'S)-5'-carbamoyl-2-oxo-1,5-dihydro-2H-spiro[benzo[e][1,4]oxazepine-3,3'-pyrrolidine]-1'-carboxylate C(N)(=O)[C@@H]1C[C@]2(CN1C(=O)OCCCC)OCC1=C(NC2=O)C=CC=C1